C(C)(C)(C)C1=C(C(=O)OO)C=CC=C1.C(C1=CC=CC=C1)(=O)OOC(C)(C)C tert-butyl peroxybenzoate (t-butyl peroxybenzoate)